(S)-4-(3-(4-fluoro-2-methoxyphenyl)-2,3-dihydrobenzo[b][1,4]dioxin-5-yl)piperidine FC1=CC(=C(C=C1)[C@@H]1OC2=C(OC1)C=CC=C2C2CCNCC2)OC